1,1,1-Tris(hydroxymethyl)methylamin OCC(CO)(CO)N